methyl 6-chloro-5-cyclopropyl-3-[[6-[(3R)-3-methylmorpholin-4-yl]-3-pyridyl]amino]pyrazine-2-carboxylate ClC1=C(N=C(C(=N1)C(=O)OC)NC=1C=NC(=CC1)N1[C@@H](COCC1)C)C1CC1